O=C1NC(CC[C@H]1NC(=O)C1CCCC2=CC=CC=C12)=O N-[(3R)-2,6-dioxopiperidin-3-yl]-1,2,3,4-tetrahydronaphthalen-1-carboxamide